NCC1(CCN(CC1)C1=C(C=C(C=N1)C1C(NC(CC1)=O)=O)F)O 3-[6-[4-(aminomethyl)-4-hydroxy-1-piperidinyl]-5-fluoro-3-pyridinyl]piperidine-2,6-dione